C(C)(=O)C1=NN(C2=CC=C(C=C12)C=1C=NC(=NC1)C)CC(=O)N1[C@@H](C=CC1)C(=O)NC=1C(=C(C=CC1)C1=C(C=CC=C1)Cl)F (S)-1-(2-(3-acetyl-5-(2-methylpyrimidin-5-yl)-1H-indazol-1-yl)acetyl)-N-(2'-chloro-2-fluorobiphenyl-3-yl)-2,5-dihydro-1H-pyrrole-2-carboxamide